2-(2-((5-Bromo-2-((5-methoxy-2-methyl-4-(2-methyl-2,7-diazaspiro[3.5]nonane-7-yl)phenyl)amino)pyrimidin-4-yl)amino)-5-fluorophenyl)propan-2-ol BrC=1C(=NC(=NC1)NC1=C(C=C(C(=C1)OC)N1CCC2(CN(C2)C)CC1)C)NC1=C(C=C(C=C1)F)C(C)(C)O